Ethyl 6-hydroxypyrazolo[1,5-a]pyrimidine-3-carboxylate OC=1C=NC=2N(C1)N=CC2C(=O)OCC